(1R,3S)-3-({[(5R)-3-(3,5-difluorophenyl)-5-(trifluoromethyl)-4,5-dihydro-1,2-oxazol-5-yl]carbonyl}amino)cyclopentanecarboxylic acid 2-chloroethyl ester ClCCOC(=O)[C@H]1C[C@H](CC1)NC(=O)[C@]1(CC(=NO1)C1=CC(=CC(=C1)F)F)C(F)(F)F